methyl-1H-indazole-7-carboxylate COC(=O)C=1C=CC=C2C=NNC12